CN1C(SCN(C1)C)=S tetrahydro-3,5-dimethyl-1,3,5-thiadiazin-2-thione